tert-butyl (S)-methyl(1-((4-nitrophenyl)sulfonamido)propan-2-yl)carbamate CN(C(OC(C)(C)C)=O)[C@H](CNS(=O)(=O)C1=CC=C(C=C1)[N+](=O)[O-])C